N'-{[(4,6-difluoropyridazin-3-yl)sulfonyl]oxy}-2-(2-methylpropane-2-sulfonyl)ethanimidamide FC1=C(N=NC(=C1)F)S(=O)(=O)ON=C(CS(=O)(=O)C(C)(C)C)N